COC=1C=C(C=CC1N1CCN(CC1)C)B1OC(C)(C)C(C)(C)O1 (3-methoxy-4-(4-methylpiperazin-1-yl)phenyl)boronic acid pinacol ester